magnesium pimelate C(CCCCCC(=O)[O-])(=O)[O-].[Mg+2]